C(C)(C)(C)C=1OC=COC1 tert-butyl-dioxine